4,6-dImethyl-α-pyrone CC1=CC(=O)OC(=C1)C